BrC=1C=C2C(=C(C(N(C2=CC1)C)=O)C#N)N1CCC(CC1)OC1=CC=C(C=C1)F 6-bromo-4-[4-(4-fluorophenoxy)piperidin-1-yl]-1-methyl-2-oxo-1,2-dihydroquinoline-3-carbonitrile